N-nitroso-N-(2,3-dichlorophenyl)-hydroxylamine N(=O)N(O)C1=C(C(=CC=C1)Cl)Cl